CC1(N[C@@H]2CCCC[C@@H]2NC1)C (4aS,8aR)-2,2-dimethyldecahydroquinoxaline